2-(5-(3-(3,5-Dimethylisoxazol-4-yl)phenyl)-1,2,4-oxadiazol-3-yl)pyrrolidine-1-carbonitrile CC1=NOC(=C1C=1C=C(C=CC1)C1=NC(=NO1)C1N(CCC1)C#N)C